ClC1=C(C(=O)N(C)C)C=CC(=C1)OC[C@H](CCC1CCN(CC1)C([C@@](C(F)(F)F)(C1=CC=CC=C1)O)=O)C |o1:14,24| 2-chloro-N,N-dimethyl-4-((S or R)-2-methyl-4-(1-((R or S)-3,3,3-trifluoro-2-hydroxy-2-phenylpropanoyl)piperidin-4-yl)butoxy)benzamide